3-((o-tolyloxy)methyl)piperidin C1(=C(C=CC=C1)OCC1CNCCC1)C